ClC=1C=C(C=C(C1)Cl)C12OCC(CO1)(CO2)C(C)C 1-(3,5-dichlorophenyl)-4-isopropyl-2,6,7-trioxabicyclo[2.2.2]octane